(4R,11S)-7-(Methylsulfonyl)-1,2,3,4,5,6,7,11c-octahydro-4aH-pyrido[3,2-c]carbazole-4a-carbonitrile CS(=O)(=O)N1C=2C=CC=CC2C=2C3C(CCC12)(CCCN3)C#N